dimethoxyphenyl-methyl-silane CO[Si](C)(C1=CC=CC=C1)OC